ClC1=CC=CC2=C1C(=NO2)N(S(=O)(=O)C2=CC=CC=C2)S(=O)(=O)C2=CC=CC=C2 N-(4-chlorobenzo[d]isoxazol-3-yl)-N-(phenylsulfonyl)benzenesulfonamide